FC(C1CN(CC1)C(=O)C=1C2=C(N(N1)CC(=O)N1CCN(CC1)C1=C(C(=CC=C1)C)C)C[C@@H]1[C@H]2C1)F 2-{(3bR,4aR)-3-[3-(Difluoromethyl)pyrrolidin-1-carbonyl]-3b,4,4a,5-tetrahydro-1H-cyclopropa[3,4]cyclopenta[1,2-c]pyrazol-1-yl}-1-[4-(2,3-dimethylphenyl)piperazin-1-yl]ethan-1-on